tert-butyl N-[(3S)-1-{[5-(3,4-dihydro-2H-1-benzopyran-7-yl)-3-methylthiophen-2-yl]carbonyl}pyrrolidin-3-yl]carbamate O1CCCC2=C1C=C(C=C2)C2=CC(=C(S2)C(=O)N2C[C@H](CC2)NC(OC(C)(C)C)=O)C